N1C(C(CCC1)C(=O)O)C(=O)O 2,3-piperidinedicarboxylic acid